2-(3-(1,4-dimethyl-1H-1,2,3-triazol-5-yl)-5-(tetrahydrofuran-3-yl)-5H-pyrido[3,2-b]indol-7-yl)propan-2-ol CN1N=NC(=C1C1=CC=2N(C=3C=C(C=CC3C2N=C1)C(C)(C)O)C1COCC1)C